C(C)N(S(=O)(=O)NC=1C(=C(C(=O)C2=CN(C3=NC=C(C=C32)C3=CC(=C(C=C3)N3CCN(CC3)C(=O)OC(C)(C)C)C(F)(F)F)C(C3=CC=CC=C3)(C3=CC=CC=C3)C3=CC=CC=C3)C(=CC1)F)F)C tert-butyl 4-[4-[3-[3-[[ethyl(methyl)sulfamoyl]amino]-2,6-difluoro-benzoyl]-1-trityl-pyrrolo[2,3-b]pyridin-5-yl]-2-(trifluoromethyl)phenyl]piperazine-1-carboxylate